N-(4-chloro-2-methylphenyl)-3-hydroxy-N-methylbicyclo[1.1.1]pentane-1-carboxamide ClC1=CC(=C(C=C1)N(C(=O)C12CC(C1)(C2)O)C)C